ClC1=NC(=NC(=N1)C1C(N(C(CC1NCCCC)(C)C)C)(C)C)C1C(N(C(CC1NCCCC)(C)C)C)(C)C 2-chloro-4,6-di-(4-n-butylamino-1,2,2,6,6-pentamethyl-piperidyl)-1,3,5-triazine